COC1=CC=C(CN2C3CN(CC2CC(C3)=O)C(=O)OC(C)(C)C)C=C1 tert-butyl 9-(4-methoxybenzyl)-7-oxo-3,9-diazabicyclo[3.3.1]nonane-3-carboxylate